(E)-4-bromo-2-(2-nitrovinyl)thiophene BrC=1C=C(SC1)\C=C\[N+](=O)[O-]